C(C)S(=O)(=O)C=1C=C(C=NC1C=1N=C2N(C(N(C(=C2)C(F)(F)F)C)=O)C1)C(C#N)(C)C 2-[5-ethylsulfonyl-6-[6-methyl-5-oxo-7-(trifluoromethyl)imidazo[1,2-c]pyrimidin-2-yl]-3-pyridyl]-2-methyl-propanenitrile